5,5-dimethylimidazoline-2,4-dione CC1(C(NC(N1)=O)=O)C